(R)-N-(4-((3-Chloro-2-methoxy-5-methylpyridin-4-yl)carbamoyl)-2-fluoro-5-(((S)-1,1,1-trifluoropropan-2-yl)oxy)phenyl)-2-(hydroxymethyl)pyrrolidine-1-carboxamide ClC=1C(=NC=C(C1NC(=O)C1=CC(=C(C=C1O[C@H](C(F)(F)F)C)NC(=O)N1[C@H](CCC1)CO)F)C)OC